C(CCCCCCCCCCC)C(OP(=O)([O-])O)C[N+](C)(C)C lauryl-phosphocholine